(S)-2-hydroxypropionic acid lithium [Li].O[C@H](C(=O)O)C